CN(CCCN(C(=N)NC1=NC2=CC=CC=C2C(=N1)C)C)C 1-(3-(Dimethylamino)propyl)-1-methyl-3-(4-methylquinazolin-2-yl)guanidine